FC(S(=O)(=O)NCCC[Si]1(CC=CC1)CCCCC(=O)N)(F)F (3-[1-(3-trifluoromethanesulfonylamino-propyl)-2,5-dihydro-1H-silole-1-yl]propyl)-acetamide